2-chloro-6-methyl-1-hydroxy-3-amino-benzene ClC1=C(C(=CC=C1N)C)O